CC1=NOC(=C1C=1C=C(OC2=C(C=C(C=C2C)NC(=O)NCCO)C)C=C(C1)C)C 1-(4-(3-(3,5-dimethylisoxazol-4-yl)-5-methylphenoxy)-3,5-dimethylphenyl)-3-(2-hydroxyethyl)urea